C(C)OC([C@H](CSSC[C@@H](C(=O)OCC)N)N)=O L-cystine diethylester